O[C@@H](C\C=C/C#C/C=C/[C@@H](CC=1OC=C(N1)C(=O)OC)OC)C([C@@H](\C=C\C)OCOC)(C)C Methyl 2-((2R,3E,7Z,10S,12R,13E)-10-hydroxy-2-methoxy-12-(methoxymethoxy)-11,11-dimethylpentadeca-3,7,13-trien-5-yn-1-yl)oxazole-4-carboxylate